(S)-(6-chlorochroman-3-yl)(1-(2-(diethylamino)ethyl)-6-(5-methoxy-1H-pyrazol-4-yl)-1H-indol-3-yl)methanone ClC=1C=C2C[C@@H](COC2=CC1)C(=O)C1=CN(C2=CC(=CC=C12)C=1C=NNC1OC)CCN(CC)CC